2-[(2E)-2-(aminomethyl)-3-fluoroprop-2-en-1-yl]-4-({5-[6-(dimethylamino)pyridin-3-yl]-1-benzothien-2-yl}methyl)-2,4-dihydro-3H-1,2,4-triazol-3-one NC/C(/CN1N=CN(C1=O)CC=1SC2=C(C1)C=C(C=C2)C=2C=NC(=CC2)N(C)C)=C\F